BrCC(=C(CBr)CBr)CBr 1,4-dibromo-2,3-bis(bromomethyl)-2-butene